BrC=1C=C(C=C(C1)Br)S(=O)(=O)C=1C=CC=C2C(N(C(NC12)=O)O)=O 8-((3,5-dibromophenyl)sulfonyl)-3-hydroxyquinazoline-2,4(1H,3H)-dione